Phenyl(diphenyltriazine) C1(=CC=CC=C1)C=1C(=NN=NC1C1=CC=CC=C1)C1=CC=CC=C1